5-bromo-7-iodopyrazolo[1,5-a]pyridine BrC1=CC=2N(C(=C1)I)N=CC2